(4-(4-phenoxy-7-((2-(trimethylsilyl)ethoxy)methyl)-7H-pyrrolo[2,3-d]pyrimidin-6-yl)phenyl)methanol O(C1=CC=CC=C1)C=1C2=C(N=CN1)N(C(=C2)C2=CC=C(C=C2)CO)COCC[Si](C)(C)C